4H-carbazol C=1C=CCC2=C3C=CC=CC3=NC12